potassium tetracarbonyl-cobalt oxide C(=O)=[Co](=C=O)(=C=O)(=C=O)=O.[K]